7-methoxy-2-methyl-3-(4-(4-(trifluoromethoxy)phenoxy)phenyl)quinolin-4(1H)-one COC1=CC=C2C(C(=C(NC2=C1)C)C1=CC=C(C=C1)OC1=CC=C(C=C1)OC(F)(F)F)=O